ClC=1C=C(C=CC1Cl)C1=C(C=CC(=C1)F)[N+](=O)[O-] 3',4'-dichloro-2-nitro-5-fluorobiphenyl